(S)-N-(1-(6,7-difluoro-4-oxo-3,4-dihydrophthalazin-1-yl)ethyl)-N-methyl-1H-indazole-5-carboxamide FC=1C=C2C(NN=C(C2=CC1F)[C@H](C)N(C(=O)C=1C=C2C=NNC2=CC1)C)=O